CC=1C=COC2C1OCCC2 8-methyl-1,5-benzodioxan